COC1=NC=C(C=C1)C=1OC=CN1 2-methoxy-5-(oxazol-2-yl)pyridin